ClC=1C(=NC=CC1N1N=CC(=C1C(F)(F)F)C(NC=1C=NC(=C(C1)C#N)N1N=CC=N1)=O)NC(OC(C)(C)C)=O tert-butyl (3-chloro-4-(4-((5-cyano-6-(2H-1,2,3-triazol-2-yl)pyridin-3-yl)carbamoyl)-5-(trifluoromethyl)-1H-pyrazol-1-yl)pyridin-2-yl)carbamate